1,1,1,2-tetrafluoropropane FC(C(C)F)(F)F